alpha-methyl-4-benzyl-(benzyl)styrene CC(=CCC1=CC=CC=C1)C1=CC=C(C=C1)CC1=CC=CC=C1